(2S,3S,4S,5R,6S)-6-(4-(((tert-butyldimethylsilyl)oxy)methyl)-2-nitrophenoxy)-3,4,5-trihydroxytetrahydro-2H-pyran-2-carboxylic acid [Si](C)(C)(C(C)(C)C)OCC1=CC(=C(O[C@H]2[C@@H]([C@H]([C@@H]([C@H](O2)C(=O)O)O)O)O)C=C1)[N+](=O)[O-]